FC1=CC=C(C=C1)NC=1C(=CC=CC1)N N1-(4-Fluorophenyl)benzene-1,2-diamine